Ethyl 6-mercapto-3,4-dihydroisoquinoline-2(1H)-carboxylate SC=1C=C2CCN(CC2=CC1)C(=O)OCC